C1(=CC=CC=C1)N1C=NC=C1C1=C2CNC(C2=C(C=C1)NC1=NC=C(C=C1)N1CCNCC1)=O 4-(1-phenyl-1H-imidazol-5-yl)-7-((5-(piperazin-1-yl)pyridin-2-yl)amino)isoindolin-1-one